4-cyclopropyl-N-((S)-2,2-dicyclopropyl-1-(2-(((3R,5R)-2-oxo-5-(trifluoromethyl)piperidin-3-yl)methyl)imidazo[1,2-b][1,2,4]triazin-6-yl)ethyl)-1,2,5-oxadiazole-3-carboxamide C1(CC1)C=1C(=NON1)C(=O)N[C@@H](C(C1CC1)C1CC1)C=1N=C2N(N=C(C=N2)C[C@@H]2C(NC[C@@H](C2)C(F)(F)F)=O)C1